COC1=C2C=C(NC2=CC=C1)C(=O)N1[C@@H]([C@H]2CCCC[C@H]2C1)C(=O)N[C@H](C(=O)OC)C[C@H]1C(NCCC1)=O (S)-methyl 2-((1S,3aR,7aS)-2-(4-methoxy-1H-indole-2-carbonyl)octahydro-1H-isoindole-1-carboxamido)-3-((S)-2-oxopiperidin-3-yl)propanoate